6-(2-((tert-Butoxycarbonyl)amino)benzoylamino)hexanoic acid C(C)(C)(C)OC(=O)NC1=C(C(=O)NCCCCCC(=O)O)C=CC=C1